2α-hydroxy-24,24,24-trimethyl-5α-cholan-6-one O[C@H]1CC[C@@H]2C(C[C@H]3[C@@H]4CC[C@H]([C@@H](CCC(C)(C)C)C)[C@]4(CC[C@@H]3[C@]2(C1)C)C)=O